FC(C=1C=C(CN)C=C(C1)C(F)(F)F)(F)F 3,5-bistrifluoromethyl-benzyl-amine